N-(1-cyclobutyl-5-cyclopropyl-1H-pyrazol-4-yl)-2-(1H-pyrazol-4-yl)-1,3-thiazole C1(CCC1)N1N=CC(=C1C1CC1)N1C(SC=C1)C=1C=NNC1